2-dimethylaminopropyl acrylate C(C=C)(=O)OCC(C)N(C)C